BrC1=CC(=C(C=2CCOC21)CC(=O)O)Cl (7-bromo-5-chloro-2,3-dihydrobenzofuran-4-yl)acetic acid